C=CC(=O)NCNC(=O)C=C Bisacrylamide